N-(3-((2-aminopyrimidin-5-yl)ethynyl)-2,4-difluorophenyl)-5-chloro-1-benzofuran-7-sulfonamide NC1=NC=C(C=N1)C#CC=1C(=C(C=CC1F)NS(=O)(=O)C1=CC(=CC=2C=COC21)Cl)F